NC1=C(C=C(C(=O)OC)C=C1)Br methyl 4-amino-3-bromo-benzoate